ClC=1C=C(C=C(C1)F)[C@H](C(=O)N1CCN(CC1)C=1C2=C(N=CN1)[C@@H](C[C@H]2C)O)CNC(C)C (S)-2-(3-chloro-5-fluorophenyl)-1-(4-((5R,7R)-7-hydroxy-5-methyl-6,7-dihydro-5H-cyclopenta[d]pyrimidin-4-yl)piperazin-1-yl)-3-(isopropylamino)propan-1-one